FC=1C(=C(C=CC1)NC1=C(NC2=C1C(NCC2CCOC)=O)C2=C(C=NC=C2)F)OC 3-[(3-fluoro-2-methoxyphenyl)amino]-2-(3-fluoropyridin-4-yl)-7-(2-methoxyethyl)-1H,5H,6H,7H-pyrrolo[3,2-c]pyridin-4-one